C(CC)NC(=O)NCCCC N-propyl-N'-butyl-urea